C1N(CCC2=CC=CC=C12)C[C@H](CN1CCOC2=C(C1=O)C(=CC(=C2)O)F)O 4-((2R)-3-(3,4-dihydro-1H-isoquinolin-2-yl)-2-hydroxy-propyl)-6-fluoro-8-hydroxy-2,3-dihydro-1,4-benzoxazepin-5-one